C(C=C)(=O)O.C(C=C)(=O)O.C(C=C)(=O)O.CC(C(CO)(CO)CO)C methyl-trimethylolpropane triacrylate